CC1=C(C(=O)NC2(CC2)C2=CC(=NC3=CC=CC=C23)C=2C=NN(C2)C)C=C(C=C1)N1CC2N(C(C1)C2)C 2-methyl-N-(1-(2-(1-methyl-1H-pyrazol-4-yl)quinolin-4-yl)cyclopropyl)-5-(6-methyl-3,6-diazabicyclo[3.1.1]heptan-3-yl)benzamide